BrC=1C=CC(=C(C1)NC1=NC=NC2=CC(=C(C=C12)NC(C(F)P(OCC)(OCC)=O)=O)OC)OC diethyl (2-((4-((5-bromo-2-methoxyphenyl)amino)-7-methoxyquinazolin-6-yl)amino)-1-fluoro-2-oxoethyl)phosphonate